C1(CC1)N1CCN(CC1)C(=O)C=1C=C(C=CC1)NC(=O)NC1=NC=CC(=C1)C1=C(C=C(C=C1)F)OC 1-(3-(4-cyclopropylpiperazine-1-carbonyl)phenyl)-3-(4-(4-fluoro-2-methoxyphenyl)pyridin-2-yl)urea